5-methyl-6-(4,4,5,5-tetramethyl-1,3,2-dioxaborolan-2-yl)-3-(trifluoromethyl)imidazo[1,5-a]pyridine CC1=C(C=CC=2N1C(=NC2)C(F)(F)F)B2OC(C(O2)(C)C)(C)C